C(#N)C=1N=C2C(=CC(N(C2=CC1)C)=O)N1CCC=C(C1)C 6-Cyano-1-methyl-4-(5-methyl-3,6-dihydropyridin-1(2H)-yl)-1,5-naphthyridin-2(1H)-one